N(N)C=1NC(=NN1)O 5-hydrazino-4H-1,2,4-triazol-3-ol